1-(5-((4-(3-amino-6-(5-fluoro-2-hydroxyphenyl)pyridazin-4-yl)piperazin-1-yl)methyl)-1-oxoisoindolin-2-yl)dihydropyrimidine-2,4(1H,3H)-dione NC=1N=NC(=CC1N1CCN(CC1)CC=1C=C2CN(C(C2=CC1)=O)N1C(NC(CC1)=O)=O)C1=C(C=CC(=C1)F)O